C(C=C)(=O)OCC(COC(C=C)=O)(C)NC(OCCCCCCCCOC(NCCC[Si](OC)(OC)OC)=O)=O 2-((3,3-dimethoxy-8-oxo-2,9,18-trioxa-7-aza-3-silanonadecan-19-oyl)amino)-2-methylpropane-1,3-diyl diacrylate